(2S)-2-Amino-3-methoxy-N-[4-(1H-pyrrolo[2,3-b]pyridin-4-yl)phenyl]propenamide NC(C(=O)NC1=CC=C(C=C1)C1=C2C(=NC=C1)NC=C2)=COC